FC(C1=NN(C(=C1C1=CC(=CC=C1)C#N)F)C1=CC=CC=C1)F 3-difluoromethyl-5-fluoro-1-phenyl-4-(3-cyanophenyl)-1H-pyrazole